CC1=CC=C(C=C1)S(=O)(=O)[O-].OC[C@@H]1CC[C@H](CO1)[NH3+] (3R,6S)-6-(Hydroxymethyl)oxan-3-aminium 4-methylbenzene-1-sulfonate